3-(3-amino-1H-pyrazol-1-yl)pyrazine-2-carbonitrile NC1=NN(C=C1)C=1C(=NC=CN1)C#N